OC[C@@]1([C@@H]2CC[C@@]2(CCO1)C)C (1R,2S,6R)-2-Hydroxymethyl-2,6-dimethyl-3-oxabicyclo[4.2.0]octane